FC1(CN(CC1(C)C)C=1C=2N(N=C(C1)C=1C(NC(NC1)=O)=O)C(=CN2)F)F 5-[8-(3,3-difluoro-4,4-dimethyl-pyrrolidin-1-yl)-3-fluoro-imidazo[1,2-b]pyridazin-6-yl]-1H-pyrimidine-2,4-dione